NCC#CC1=C(C(=O)OC)C=CC(=C1)C(NC\C=C/CNC(C[C@H]1C=2N(C3=C(C(=N1)C1=CC=C(C=C1)Cl)C(=C(S3)C)C)C(=NN2)C)=O)=O methyl (S,Z)-2-(3-aminoprop-1-yn-1-yl)-4-((4-(2-(4-(4-chlorophenyl)-2,3,9-trimethyl-6H-thieno[3,2-f][1,2,4]triazolo[4,3-a][1,4]diazepin-6-yl)acetamido)but-2-en-1-yl)carbamoyl)benzoate